2-methylpropanesulfonic acid-N-tert-butyl-acrylamide C(C)(C)(C)NC(C=C)=O.CC(CS(=O)(=O)O)C